(4-((1-(2,3-dihydrobenzo[b][1,4]dioxin-6-yl)-2-oxo-1,2-dihydropyridin-3-yl)methoxy)-5-methyl-2-(pyridin-3-ylmethoxy)benzyl)-D-serine O1C2=C(OCC1)C=C(C=C2)N2C(C(=CC=C2)COC2=CC(=C(CN[C@H](CO)C(=O)O)C=C2C)OCC=2C=NC=CC2)=O